CC=1C(=NON1)CN1N=NC2=C1N=CN=C2 3-[(4-methyl-1,2,5-Oxadiazol-3-yl)methyl]-3H-[1,2,3]Triazolo[4,5-d]Pyrimidine